Cl.COC(=O)C1(NCCCC1)C 2-Methylpiperidine-2-carboxylic acid methyl ester hydrochloride